(3-((dimethylamino)methyl)-2-fluoro-4-morpholinophenyl)boronic acid CN(C)CC=1C(=C(C=CC1N1CCOCC1)B(O)O)F